N-lactoyl-2-amino-1,3-propanediol C(C(O)C)(=O)NC(CO)CO